5-(3-aminopropyl)-3-chloro-10-methyl-5,10-dihydro-11H-dibenzo[b,e][1,4]diazepin-11-one NCCCN1C2=C(N(C(C3=C1C=C(C=C3)Cl)=O)C)C=CC=C2